4-(isoindolin-2-ylmethyl)-7-((1-(methylsulfonyl)piperidin-4-yl)methoxy)-2,3-dihydrobenzo[b]thiophene 1,1-dioxide C1N(CC2=CC=CC=C12)CC1=CC=C(C=2S(CCC21)(=O)=O)OCC2CCN(CC2)S(=O)(=O)C